((1-ethyl-7-methoxy-1H-indazol-6-yl)amino)-N-(methyl-d3)-6-((1-methyl-1H-pyrazol-3-yl)amino)nicotinamide C(C)N1N=CC2=CC=C(C(=C12)OC)NC1=C(C(=O)NC([2H])([2H])[2H])C=CC(=N1)NC1=NN(C=C1)C